C(C(=C)C)(=O)[O-].CCS(=O)(=O)[O-].[NH4+].ClCCCCC1=CC(=CC(=C1)C1=CC=CC=C1)C1=CC=CC=C1.[NH4+] 1-(4-chlorobutyl)-3,5-diphenyl-benzene ammonium 2-ethanesulfonate methacrylate